5-chloro-2-(2-chlorophenyl)-3-(4-chlorophenyl)-7-isopropoxy-pyrazolo[1,5-a]pyrimidine ClC1=NC=2N(C(=C1)OC(C)C)N=C(C2C2=CC=C(C=C2)Cl)C2=C(C=CC=C2)Cl